tert-butyl 2-(2-(3-(1-(cyclobutylmethyl)-1H-indazole-3-carboxamido)-4-(piperidin-1-yl)benzamido)-5-fluorophenyl)acetate C1(CCC1)CN1N=C(C2=CC=CC=C12)C(=O)NC=1C=C(C(=O)NC2=C(C=C(C=C2)F)CC(=O)OC(C)(C)C)C=CC1N1CCCCC1